2-[bis[3-(triethoxysilyl)propyl]amino]ethanol methyl-(E)-3-(3-(N-((4-(2,3-dihydrobenzo[b][1,4]dioxin-6-yl)phenyl)methyl-d)cyclohexanecarboxamido)phenyl)acrylate C/C(/C(=O)OCCN(CCC[Si](OCC)(OCC)OCC)CCC[Si](OCC)(OCC)OCC)=C\C1=CC(=CC=C1)N(C(=O)C1CCCCC1)C([2H])C1=CC=C(C=C1)C1=CC2=C(OCCO2)C=C1